2-(4-ethyl-3-piperidyl)-5-(3-fluoro-4-methoxy-phenyl)oxazole C(C)C1C(CNCC1)C=1OC(=CN1)C1=CC(=C(C=C1)OC)F